N1CCC(CC1)C1=CC2=C(NC=N2)C=C1 5-(piperidin-4-yl)-1H-benzo[d]imidazole